FC1=CC=C2C(C(COC2=C1)C)N 7-fluoro-3-methylchroman-4-amine